(3R)-3-{[7-(3-hydroxy-3-methylbutoxy)-2-(4-methoxyphenyl)[1,2,4]triazolo[1,5-c]quinazolin-5-yl]amino}azepan-2-one OC(CCOC1=CC=CC=2C=3N(C(=NC12)N[C@H]1C(NCCCC1)=O)N=C(N3)C3=CC=C(C=C3)OC)(C)C